NC1=C(C(=O)NC(C(=O)OC)CS)C=CC=C1 methyl 2-(2-aminobenzamido)-3-mercaptopropanoate